NC=1CC(=CC2=C(N1)C=C(S2)CC2CCNCC2)C(=O)N(CCC)OCC 5-amino-N-ethoxy-2-(4-piperidylmethyl)-N-propyl-6H-thieno[3,2-b]azepine-7-carboxamide